FC1=NC(=CC=C1C#C/C=C/C=1OC2=C(C1)C=C(C=C2)O)NC (E)-2-(4-(2-fluoro-6-(methylamino)pyridine-3-yl)buta-1-en-3-ynyl)benzofuran-5-ol